2-((2S)-4-(7-(8-ethynylnaphth-1-yl)-6,8-difluoro-2-((tetrahydro-1H-pyrrolizin-7a(5H)-yl)methoxy)quinazolin-4-yl)piperazin-2-yl)acetonitrile C(#C)C=1C=CC=C2C=CC=C(C12)C1=C(C=C2C(=NC(=NC2=C1F)OCC12CCCN2CCC1)N1C[C@@H](NCC1)CC#N)F